OC1=C(C(=O)NCCC)C=CC(=C1O)C(=O)NCCC 2,3-dihydroxy-N,N'-di(n-propyl)terephthalamide